(2-amino-2-oxoethyl)-N-(2-chloro-3-(trifluorometh-yl)benzyl)-5,6,7,8-tetra-hydroquinoline-5-carboxamide NC(CC1=NC=2CCCC(C2C=C1)C(=O)NCC1=C(C(=CC=C1)C(F)(F)F)Cl)=O